N-(3-(4-(morpholinomethyl)-6-propionylaminopyridin-2-yl)phenyl)acrylamide O1CCN(CC1)CC1=CC(=NC(=C1)NC(CC)=O)C=1C=C(C=CC1)NC(C=C)=O